2-(5-Bromopyrimidin-2-yl)-6-(3-cyclopropoxy-2-methylphenyl)-5,6,7,8-tetrahydrophthalazin-1(2H)-one BrC=1C=NC(=NC1)N1C(C=2CCC(CC2C=N1)C1=C(C(=CC=C1)OC1CC1)C)=O